cis-2-phenyl-1-cyclopropanecarboxylic acid C1(=CC=CC=C1)[C@@H]1[C@@H](C1)C(=O)O